C1(CCC1)CNCC=1C=C(C2=C(N=C(O2)C2=NC(=CC(=C2)C2=C(C=C(C#N)C=C2)C2=NN=CN2C)C2CC2)C1)F 4-[2-(5-{1-[(cyclobutylmethyl)amino]methyl}-7-fluoro-1,3-benzoxazol-2-yl)-6-cyclopropylpyridin-4-yl]-3-(4-methyl-1,2,4-triazol-3-yl)benzonitrile